2-amino-N-[(1S)-1-{1-oxo-2-phenyl-8-[2-(trimethylsilyl)ethynyl]-1,2-dihydroisoquinolin-3-yl}ethyl]pyrazolo[1,5-a]pyrimidine-3-carboxamide NC1=NN2C(N=CC=C2)=C1C(=O)N[C@@H](C)C=1N(C(C2=C(C=CC=C2C1)C#C[Si](C)(C)C)=O)C1=CC=CC=C1